5-((Tert-butoxycarbonyl)amino)-4-methoxypyrazolo[1,5-a]pyridine-3-carboxylic acid C(C)(C)(C)OC(=O)NC1=C(C=2N(C=C1)N=CC2C(=O)O)OC